N1[C@H](CCC1)C(=O)NC1=CC=C(C=C1)C1=CC=C(C=C1)C(=O)OC(C)(C)C tert-butyl 4'-(D-prolylamino)[1,1'-biphenyl]-4-carboxylate